O1C=NC2=C1C=CC(=C2)C2=NNC1=CC=C(C=C21)NC(C2=NC=C(C=C2C)C#N)=O N-(3-(Benzo[d]oxazol-5-yl)-1H-indazol-5-yl)-5-cyano-3-methylpicolinamide